OCCN1CCN(CC1)C1=NC2=C(SC3=C1C=CC=C3)C=CC=C2 11-[4-(2-hydroxyethyl)-1-piperazinyl]dibenzo[b,f][1,4]thiazepine